FC1=CC(=C(C=N1)CO)C (6-Fluoro-4-methylpyridin-3-yl)-methanol